CC=1NC(=C(C(C1C(=O)OC(C)C)C1=CC(=CC=C1)[N+](=O)[O-])C(=O)OCCOC)C 3-isopropyl 5-(2-methoxyethyl) 2,6-dimethyl-4-(3-nitrophenyl)-1,4-dihydropyridine-3,5-dicarboxylate